(S)-3-(5-bromo-2-(5-(4-cyclopropylpiperazin-1-yl)-2-(1-methoxyethyl)pyridin-3-yl)-1-(2,2,2-trifluoroethyl)-1H-indol-3-yl)-2,2-dimethylpropyl acetate C(C)(=O)OCC(CC1=C(N(C2=CC=C(C=C12)Br)CC(F)(F)F)C=1C(=NC=C(C1)N1CCN(CC1)C1CC1)[C@H](C)OC)(C)C